ClC1=CC=C(C=C1)P(=O)(C1=CC=CC=C1)C1=CC=CC=C1 1-chloro-4-(diphenylphosphinyl)-benzene